C(C)(C)(C)OC(=O)NC1(CCC1)C1=CC=C(CNC2=C(NC=C2)C(=O)OCC)C=C1 Ethyl 3-((4-(1-((tert-butoxycarbonyl)amino)cyclobutyl)benzyl)amino)-1H-pyrrole-2-carboxylate